{1-[2,6-difluoro-4-(4-methyl-6-propoxy-pyrimidin-2-yl)-phenyl]-pyrrolidin-3-yl}-acetic acid ethyl ester C(C)OC(CC1CN(CC1)C1=C(C=C(C=C1F)C1=NC(=CC(=N1)C)OCCC)F)=O